C(C)(C)(C)N(C(=O)C=1C2=C(N(N1)C1=CC(=CC(=C1)F)Cl)C=1C=C(C(=CC1OC2)OC)C=2C=NC=C(C2)C(N)=O)C N-tert-butyl-8-(5-carbamoylpyridin-3-yl)-1-(3-chloro-5-fluorophenyl)-7-methoxy-N-methyl-1,4-dihydrochromeno[4,3-c]pyrazole-3-carboxamide